C1(CC1)NC(C1=C(C=C(C(=C1)C=1C=NC(=C(C1)C=1C=NSC1)N[C@H](CO)C)C)F)=O (S)-N-cyclopropyl-2-fluoro-5-(6-((1-hydroxypropan-2-yl)amino)-5-(isothiazol-4-yl)pyridin-3-yl)-4-methylbenzamide